Tetrabutylammonium 8-(5-chloro-2-hydroxybenzoamido)octanoate ClC=1C=CC(=C(C(=O)NCCCCCCCC(=O)[O-])C1)O.C(CCC)[N+](CCCC)(CCCC)CCCC